(Z)-1-(3-(2-(methoxymethyl)-5-methylphenyl)-4-oxothiazolidin-2-ylidene)-3-(2-methyl-4-(1-(4-(trifluoromethoxy)phenyl)-1H-1,2,4-triazol-3-yl)phenyl)urea COCC1=C(C=C(C=C1)C)N1/C(/SCC1=O)=N/C(=O)NC1=C(C=C(C=C1)C1=NN(C=N1)C1=CC=C(C=C1)OC(F)(F)F)C